5-(3-((tert-butoxycarbonyl)amino)-1-(6-methylpyridin-2-yl)-1H-pyrazol-5-yl)pyrazolo[1,5-a]pyridine-3-carboxylic acid ethyl ester C(C)OC(=O)C=1C=NN2C1C=C(C=C2)C2=CC(=NN2C2=NC(=CC=C2)C)NC(=O)OC(C)(C)C